COC=1C=C2C(=NN(C2=C(C1)[C@H](C(=O)O)N([C@@H]1C[C@H](CC1)OCCCCC1=NC=2NCCCC2C=C1)C)C)C (R)-2-(5-methoxy-1,3-dimethyl-1H-indazol-7-yl)-2-(methyl((1S,3S)-3-(4-(5,6,7,8-tetrahydro-1,8-naphthyridin-2-yl)butoxy)cyclopentyl)amino)acetic acid